C(#N)C1=C(C2=C(S1)C(=CC=C2)N[C@H]2[C@H](CN(CC2)C(=O)OC(C)(C)C)F)CC(F)(F)F Tert-butyl (3S,4R)-4-((2-cyano-3-(2,2,2-trifluoroethyl)benzo[b]thiophen-7-yl)amino)-3-fluoropiperidine-1-carboxylate